C(#N)[C@H]1N([C@H]2C[C@H]2C1)C(CNC(=O)C1=CC=NC2=CC(=CC=C12)C(C)OC(F)(F)F)=O N-(2-((1S,3S,5S)-3-cyano-2-azabicyclo[3.1.0]hex-2-yl)-2-oxoethyl)-7-(1-(trifluoromethoxy)ethyl)quinoline-4-carboxamide